1-(2-amino-5-bromo-3-fluorophenylamino)-2-methylpropan-2-ol NC1=C(C=C(C=C1F)Br)NCC(C)(O)C